chromium molybdenum nickel vanadium boron [B].[V].[Ni].[Mo].[Cr]